2-(5-bromo-2-oxopyridin-1(2H)-yl)acetamide BrC=1C=CC(N(C1)CC(=O)N)=O